C[Si]1(CN(C2=C1C=CC=C2)C(=O)OC(C)(C)C)C2=CC=CC=C2 tert-Butyl 3-methyl-3-phenyl-2,3-dihydro-1H-benzo[d][1,3]azasilole-1-carboxylate